C1(CC1)C([C@@H](C(NC=1C=NN(C1)C(CC)C1=NN=NN1CC(F)(F)F)=O)NC(=O)C=1N(N=CC1)C(C)C)C1CC1 N-[(1S)-1-(dicyclopropyl-methyl)-2-oxo-2-[[1-[1-[1-(2,2,2-trifluoroethyl)tetrazol-5-yl]propyl]pyrazol-4-yl]amino]ethyl]-2-isopropyl-pyrazole-3-carboxamide